BrC1=C(C=CC=C1)S(=O)(=O)N1[C@]2([C@H](C3=CC=CC=C13)O)OC(C=C2C2=CC=C(C=C2)C)=O (2S,3'S)-1'-((2-bromophenyl)sulfonyl)-3'-hydroxy-3-(p-tolyl)-5H-spiro[furan-2,2'-indoline]-5-one